2-((1r,4r)-4-(2-hydroxypropan-2-yl)cyclohexylamino)-4-(isopropylamino)pyrimidine-5-carboxamide OC(C)(C)C1CCC(CC1)NC1=NC=C(C(=N1)NC(C)C)C(=O)N